2-(4-(benzo[d]thiazol-2-ylmethyl)piperazin-1-yl)-4-cyclopropyl-6-methylbenzonitrile S1C(=NC2=C1C=CC=C2)CN2CCN(CC2)C2=C(C#N)C(=CC(=C2)C2CC2)C